COC(=O)C1=CC=C2NC(C=3N(C2=C1)C=NC3)=O.FC(C3=C(C=CC=C3)C#CC3CNC3)F 3-[2-[2-(difluoromethyl)phenyl]ethynyl]azetidine Methyl-4-oxo-4,5-dihydroimidazo[1,5-a]quinoxaline-8-carboxylate